COC(NS(=O)(=O)C1=C(N=C(S1)CCC)C1=CC=C(C=C1)CN1C(=NC=C1)C(C)(C)F)=O ((4-(4-((2-(2-fluoropropan-2-yl)-1H-imidazol-1-yl)methyl)phenyl)-2-propylthiazol-5-yl)sulfonyl)carbamic acid methyl ester